N1C(=NC=C1)C1=CC(=CC(=C1)C=1NC=CN1)C=1NC=CN1 1,3,5-tri-imidazolyl-benzene